BrC1=NC(=C(C=C1O)Cl)OC 2-bromo-5-chloro-6-methoxypyridin-3-ol